ClC1=C(C(=CC=C1)O)N1/C(/SCC1)=N/C(=O)C1=CN(C2=NC=CC=C21)COCC[Si](C)(C)C (NZ)-N-[3-(2-chloro-6-hydroxy-phenyl)thiazolidin-2-ylidene]-1-(2-trimethylsilylethoxymethyl)pyrrolo[2,3-b]pyridine-3-carboxamide